[4-(2-aminoethoxy)-1-piperidyl]-2-prop-2-ynoxy-ethanone NCCOC1CCN(CC1)C(COCC#C)=O